FC(C=1C=C(C=CC1F)C=1C=C2C(=NC1)C=NN2CC2(COC2)C)F 6-[3-(Difluoromethyl)-4-fluoro-phenyl]-1-[(3-methyloxetan-3-yl)methyl]pyrazolo[4,3-b]pyridine